NC=1C2=C(N=CN1)N(C=C2C=2C(=C1CCN(C1=CC2)C(=O)OC(C)(C)C)F)C tert-Butyl 5-(4-amino-7-methyl-7H-pyrrolo[2,3-d]pyrimidin-5-yl)-4-fluoroindoline-1-carboxylate